CC1=C(C=2C(=C3C(C4=CC=CC=C4C(=C3C(C2C=C1)=O)OC(=O)OC1=CC=CC=C1)=O)OC(=O)OC1=CC=CC=C1)\C\1=C/C(=O)OC1=O 2-methyl-5,11-dioxo-6,12-bis(phenoxycarbonyloxy)naphthacenefumaric acid, anhydride